tert-butyl 2-((1-(2-(4-chlorophenyl)-3,7-dimethyl-4-oxo-4H-pyrido[1,2-a]pyrimidin-9-yl)ethyl)amino)benzoate ClC1=CC=C(C=C1)C=1N=C2N(C(C1C)=O)C=C(C=C2C(C)NC2=C(C(=O)OC(C)(C)C)C=CC=C2)C